CS(=O)(=O)N1CCC(CC1)NC1=C(C=C(C=C1)S(=O)(=O)NC(C1=C(C=CC=C1)OC=1C=C2C(=NC1)NC=C2)=O)[N+](=O)[O-] N-[(4-{[1-(methylsulfonyl)piperidin-4-yl]amino}-3-nitrophenyl)sulfonyl]-2-(1H-pyrrolo[2,3-b]pyridin-5-yloxy)benzamide